8-Cyclopropyl-2-(tetrahydro-2H-pyran-4-yl)-6-vinylquinoline C1(CC1)C=1C=C(C=C2C=CC(=NC12)C1CCOCC1)C=C